C1(=CC=CC2=CC=CC=C12)OCC(CO)O 3-(1-naphthyloxy)-1,2-propanediol